ClC=1C=CC2=C(C3=C(NS2(=O)=O)C=CC=C3)C1 2-chloro-6H-dibenzo[C,e][1,2]thiazine 5,5-dioxide